ClC=1C(=C2C=NNC2=C(C1F)NC(C)(C)C#N)C1=CC=2N(C=C1)N=C(C2)NC(=O)C2C(C2)F N-(5-(5-chloro-7-((2-cyanopropan-2-yl)amino)-6-fluoro-1H-indazol-4-yl)pyrazolo[1,5-a]pyridin-2-yl)-2-fluorocyclopropane-1-carboxamide